C(C)(C)(C)N(C(O)=O)CC1(CCN(CC1)CC1=CC=CC=C1)CC.N1C=C(C2=CC=CC=C12)CC(CCCC)NC(=O)C1=CN=CS1 N-[1-(1H-indol-3-ylmethyl)pentyl]Thiazole-5-carboxamide tert-butyl-((1-benzyl-4-ethylpiperidin-4-yl)methyl)carbamate